(S)-5-(2-methylmorpholino)pyrazolo[1,5-a]pyrimidine-3-carboxylic acid ethyl ester C(C)OC(=O)C=1C=NN2C1N=C(C=C2)N2C[C@@H](OCC2)C